2-[1-[(2,3-difluorophenyl)methyl]-5-oxopyrrolidin-2-yl]-N-[2-(1H-indol-3-yl)ethyl]acetamide FC1=C(C=CC=C1F)CN1C(CCC1=O)CC(=O)NCCC1=CNC2=CC=CC=C12